C(#N)C=1C(=NC(=CC1C=1SC=CC1)C)SCC(=O)NC1=C(C=C(C=C1Cl)Cl)Cl ((3-cyano-6-methyl-4-(thiophene-2-yl)pyridin-2-yl)thio)-N-(2,4,6-trichlorophenyl)acetamide